ClC=1C=CC=C2C=CC=C(C12)C1=CC=2N=C(N=C(C2N=C1)N1C[C@@H](N(CC1)C(=O)OC(C)(C)C)CC#N)OC[C@H]1N(CCC1)C tert-butyl (S)-4-(7-(8-chloronaphthalen-1-yl)-2-(((S)-1-methylpyrrolidin-2-yl)methoxy)pyrido[3,2-d]pyrimidin-4-yl)-2-(cyanomethyl)piperazine-1-carboxylate